1-(4-{5-[2-Cyclopropyl-6-(trifluoromethyl)pyridin-4-yl]-7-[{[1-(methoxymethyl)cyclopentyl]methyl}(methyl)amino]-1H-imidazo[4,5-b]pyridin-2-yl}phenyl)piperidin C1(CC1)C1=NC(=CC(=C1)C1=CC(=C2C(=N1)N=C(N2)C2=CC=C(C=C2)N2CCCCC2)N(C)CC2(CCCC2)COC)C(F)(F)F